CC(CCCCCCCCCCC1C(=O)OC(C1)=O)CCCCCC 11-methylheptadecanyl-succinic anhydride